1-(3,3-difluorocyclobutanecarbonyl)-4-fluoropiperidin FC1(CC(C1)C(=O)N1CCC(CC1)F)F